6-(4-chlorophenyl)-N-(2-cyclopentyl-2-hydroxyethyl)-2-(3-fluorophenyl)-3-oxo-2,3-dihydropyridazine-4-carboxamide ClC1=CC=C(C=C1)C=1C=C(C(N(N1)C1=CC(=CC=C1)F)=O)C(=O)NCC(O)C1CCCC1